CC(=CCCC=1CC2=C(C3=CC=CC=C3C(=C2CC1)OC(=O)OC)OC(C(=C)C)=O)C 2-(4-methyl-3-pentenyl)-9-methacryloyloxy-10-methoxycarbonyloxy-1,4-diHydroanthracene